[Li+].C1(CC1)C1=NN=C(O1)C(=O)[O-] 5-cyclopropyl-1,3,4-oxadiazole-2-carboxylic acid lithium salt